COC([C@H](CCC=C)N1CCNCCNCCNCC1)=O (2S)-2-(1,4,7,10-tetraazacyclododecan-1-yl)hex-5-enoic acid methyl ester